(3,4-diamino-5-fluorophenyl)-methylacetamide NC=1C=C(C=C(C1N)F)C(C(=O)N)C